(R)-3-(4-(1-(3-(1-(((R)-1-(3-(difluoromethyl)-2-fluorophenyl)ethyl)amino)-4-methylpyrido[3,4-d]pyridazin-7-yl)benzyl)piperidin-4-yl)phenyl)-3-methylpiperidine-2,6-dione FC(C=1C(=C(C=CC1)[C@@H](C)NC1=C2C(=C(N=N1)C)C=NC(=C2)C=2C=C(CN1CCC(CC1)C1=CC=C(C=C1)[C@@]1(C(NC(CC1)=O)=O)C)C=CC2)F)F